5-Hydroxyimidazo[1,2-c]pyrimidine-2-carboxylic acid ethyl ester C(C)OC(=O)C=1N=C2N(C(=NC=C2)O)C1